C1(C=CCCCCCCCCCCCCO1)=O Pentadecenelactone